rac-trans-3-{2-[4-[(4-methanesulfonylphenoxy)methyl]-2-methylpyrrolidin-1-yl]ethyl}benzonitrile CS(=O)(=O)C1=CC=C(OC[C@H]2C[C@@H](N(C2)CCC=2C=C(C#N)C=CC2)C)C=C1 |r|